(S)-2-(4-Fluorophenyl)-6-methyl-3-(1H-pyrazolo[3,4-b]pyridin-4-yl)-6,7-dihydro-4H-pyrazolo[5,1-c][1,4]oxazine FC1=CC=C(C=C1)C1=NN2C(CO[C@H](C2)C)=C1C1=C2C(=NC=C1)NN=C2